BrC=1C=C2C=NN(C2=CC1)CC(C)(O)C 1-(5-bromoindazol-1-yl)-2-methyl-propan-2-ol